2,5,6-Trichloronicotinamide ClC1=C(C(=O)N)C=C(C(=N1)Cl)Cl